tert-Butyl N-[5-[(4-amino-2-ethyl-benzoyl)amino]pentyl]carbamate NC1=CC(=C(C(=O)NCCCCCNC(OC(C)(C)C)=O)C=C1)CC